6-Benzyloxy-5-bromo-N,N-diethyl-pyridine-3-sulfonamide C(C1=CC=CC=C1)OC1=C(C=C(C=N1)S(=O)(=O)N(CC)CC)Br